(R)-methyl 4-(2-((tert-butoxycarbonyl)imino)-4,4-diethyl-6-oxotetrahydropyrimidin-1(2H)-yl)chroman-6-carboxylate C(C)(C)(C)OC(=O)N=C1N(C(CC(N1)(CC)CC)=O)[C@@H]1CCOC2=CC=C(C=C12)C(=O)OC